COC1=CC=C(C=C1)C([C@H](C)NC(=O)C1(CC1)NC(C1=NC=CC(=C1O)OC)=O)C1=CC=C(C=C1)OC (S)-N-(1-((1,1-bis(4-methoxyphenyl)propan-2-yl)carbamoyl)cyclopropyl)-3-hydroxy-4-methoxypicolinamide